BrC=1C=C(C=C2C(N(C(=NC12)Cl)CC=1C=NN(C1)C)=O)S(=O)(=O)NC1(CC1)C 8-bromo-2-chloro-N-(1-methylcyclopropyl)-3-[(1-methylpyrazol-4-yl)methyl]-4-oxoquinazoline-6-sulfonamide